3-methoxy-N-methyl-4-{[3-(4-{[(1R,4R)-4-(4-methanesulfonylpiperidin-1-yl)cyclohexyl]amino}-1-(2,2,2-trifluoroethyl)-1H-indol-2-yl)prop-2-yn-1-yl]amino}benzamide COC=1C=C(C(=O)NC)C=CC1NCC#CC=1N(C2=CC=CC(=C2C1)NC1CCC(CC1)N1CCC(CC1)S(=O)(=O)C)CC(F)(F)F